ClC1=C2C=CC(=C(C2=CC=C1)OC)OB(O)O (5-chloro-1-methoxynaphthalen-2-yl)boric acid